(5-bromopyridin-2-yl)(pyrrolidin-1-yl)methanone BrC=1C=CC(=NC1)C(=O)N1CCCC1